C(CCCCCCCCCCCCCCCCC)(=O)[O-].C(CCCCCCCCCCCCCCCCC)(=O)[O-].C(C)(C)O[Ti+2]OC(C)C di-i-propoxytitanium distearate